FC1=C(OC2CCN(CC2)C=2N=C3C(=NC2C=2C=NNC2)CN(CC3)S(=O)(=O)C)C=CC(=C1)F 2-(4-(2,4-difluorophenoxy)piperidin-1-yl)-6-(methylsulfonyl)-3-(1H-pyrazol-4-yl)-5,6,7,8-tetrahydropyrido[3,4-b]pyrazine